NC=1C=CC(=C2CN(C(C12)=O)CC(C(=O)N)=C)C=1C=C2C=NC=NC2=CC1 2-{[7-amino-1-oxo-4-(quinazolin-6-yl)-2,3-dihydro-1H-isoindol-2-yl]methyl}prop-2-enamide